C(#N)C1=C(C=CC(=C1)C(F)(F)F)C1=CC=CC=C1 2'-cyano-4'-(trifluoromethyl)-[1,1'-biphenyl]